NC=1C=2N(C(=CN1)Cl)C(=NC2C=2C=C1CCN(C1=CC2)C(CC2=CC(=CC(=C2)C(F)(F)F)F)=O)C 1-(5-(8-amino-5-chloro-3-methylimidazo[1,5-a]pyrazin-1-yl)indolin-1-yl)-2-(3-fluoro-5-(trifluoromethyl)phenyl)ethanone